FC1(OC=2C(=CC3=C(N=C(S3)NC([C@H](C)N3CC(C(CC3)(F)F)C3=CNC(C(=C3)CN3CCC(CC3)(F)F)=O)=O)C2)O1)F (2S)-N-(2,2-difluoro-[1,3]dioxolo[4',5':4,5]benzo[1,2-d]thiazol-6-yl)-2-(3-(5-((4,4-difluoropiperidin-1-yl)methyl)-6-oxo-1,6-dihydropyridin-3-yl)-4,4-difluoropiperidin-1-yl)propanamide